5-(3-(1,3-dioxolane-2-yl)pyrrolidine-1-yl)-2-nitropyridine O1C(OCC1)C1CN(CC1)C=1C=CC(=NC1)[N+](=O)[O-]